1,3-dimethylquinoxalin-2(1H)-one hydrochloride Cl.CN1C(C(=NC2=CC=CC=C12)C)=O